[Bi]=[Se] bismuth-selenide